P(O)(=O)(OP(=O)(O)OP(=O)(O)O)OC[C@@H]1[C@H]([C@]([C@@H](O1)N1C(=O)NC(=O)C=C1)(O)C)O 2'-methyluridine 5'-triphosphate